S1C(=NC2=C1C=CC=C2)C2=C(C=CC=C2)C2=CC(=NC(=C2N2C1=CC=C(C=C1C=1C=C(C=CC21)C#N)C#N)C2=CC=C(C=C2)N2C1=CC=CC=C1C=1C=C(C=CC21)C)N2C1=CC=C(C=C1C=1C=C(C=CC21)C#N)C#N 9,9'-(4-(2-(benzo[d]thiazol-2-yl)phenyl)-6-(4-(3-methyl-9H-carbazol-9-yl)phenyl)pyridine-2,5-diyl)bis(9H-carbazole-3,6-dicarbonitrile)